methyl 5-(difluoromethyl)-6-(3-methylimidazo[4,5-c]pyridin-7-yl)-3-[4-[(4-methylpiperazin-1-yl)methyl]anilino]pyrazine-2-carboxylate FC(C=1N=C(C(=NC1C=1C2=C(C=NC1)N(C=N2)C)C(=O)OC)NC2=CC=C(C=C2)CN2CCN(CC2)C)F